CCCCC(=O)OC1=CC=CC=C1C(=O)O The molecule is a valerate ester that is salicylic acid in which the phenolic hydrogen is replaced by a valeryl (pentanoyl) group. It has a role as a cyclooxygenase 1 inhibitor. It is a member of benzoic acids, a valerate ester and a member of salicylates. It derives from a salicylic acid.